FC1=C(C(=CC=C1)F)N1C(C2=CC=CC=C2C(=N1)C1=CC(=CC=C1)S(=O)(=O)C)=O 2-(2,6-Difluorophenyl)-4-(3-(methyl-sulfonyl)phenyl)phthalazin-1(2H)-one